(2R)-N-(6-(3-cyanophenyl)pyrimidin-4-yl)-5-methylmorpholine-2-carboxamide TFA salt OC(=O)C(F)(F)F.C(#N)C=1C=C(C=CC1)C1=CC(=NC=N1)NC(=O)[C@H]1CNC(CO1)C